OCC1(CC1)CNC(OCC1=CC=CC=C1)=O Benzyl ((1-(hydroxymethyl)cyclopropyl)methyl)carbamate